4-(N-methyl-N-(3-(N-Boc-L-tyrosylamino)-4-methoxyphenyl)-amino)coumarin CN(C1=CC(=C(C=C1)OC)NC([C@@H](NC(=O)OC(C)(C)C)CC1=CC=C(C=C1)O)=O)C1=CC(OC2=CC=CC=C12)=O